Indol-1-ium iodide salt [I-].[NH2+]1C=CC2=CC=CC=C12